COCCOC=1SC2=C(N1)NC(=C2)C(=O)NC2CC[Si]1(CC2)CCCCC1 2-(2-methoxyethoxy)-N-(6-silaspiro[5.5]undecan-3-yl)-4H-pyrrolo[2,3-d]thiazole-5-carboxamide